CN(C(C([2H])([2H])C1=CNC2=CC=C(C=C12)SC)([2H])[2H])C N,N-dimethyl-2-(5-(methylthio)-1H-indol-3-yl)ethan-1-amine-1,1,2,2-d4